4-(4-methoxy-3-methylphenyl)-7-phenylquinoline COC1=C(C=C(C=C1)C1=CC=NC2=CC(=CC=C12)C1=CC=CC=C1)C